4-(4-(7-bromoquinoxalin-2-yl)-1H-pyrazol-1-yl)piperidine-1-carboxylic acid tert-butyl ester C(C)(C)(C)OC(=O)N1CCC(CC1)N1N=CC(=C1)C1=NC2=CC(=CC=C2N=C1)Br